(9,9-dimethyl-9H-fluoren-4-yl)-(9,9-dimethyl-9H-fluoren-2-yl){7-[9-(4,6-diphenyl-[1,3,5]triazin-2-yl)dibenzofuran-2-yl]-9,9-dimethyl-9H-fluoren-2-yl}amine CC1(C2=CC=CC=C2C=2C(=CC=CC12)N(C1=CC=2C(C3=CC(=CC=C3C2C=C1)C1=CC2=C(OC3=C2C(=CC=C3)C3=NC(=NC(=N3)C3=CC=CC=C3)C3=CC=CC=C3)C=C1)(C)C)C1=CC=3C(C2=CC=CC=C2C3C=C1)(C)C)C